BrC=1C(=C(C=C(C1)Cl)NC(C=NO)=O)OC N-(3-bromo-5-chloro-2-methoxyphenyl)-2-(hydroxyimino)acetamide